C1(=CC(=CC=C1)C[C@H]1[C@H](CCC2=C(C=CC(N12)=O)Cl)NS(=O)(=O)C)C1=CC=CC=C1 |r| rac-N-{(3S,4S)-4-[([1,1'-biphenyl]-3-yl)methyl]-9-chloro-6-oxo-1,3,4,6-tetrahydro-2H-quinolizin-3-yl}methanesulfonamide